C1=C(C=CC=2C3=CC=CC=C3CC12)NC1=NC(=NC2=CC=C(C=C12)[N+](=O)[O-])C1=CC=CC2=CC=CC=C12 N-(9H-fluoren-2-yl)-2-(naphthalen-1-yl)-6-nitroquinazolin-4-amine